2-phenyl-1,2,3-triazole-4,5-dicarboxylic acid C1(=CC=CC=C1)N1N=C(C(=N1)C(=O)O)C(=O)O